monoethylcyclohexyl-itaconic acid C(C)C(=C(C(=O)O)CC(=O)O)C1CCCCC1